bis-(4-aminophenyl)-2,2'-bipyridine NC1=CC=C(C=C1)C1=C(C(=NC=C1)C1=NC=CC=C1)C1=CC=C(C=C1)N